Cl.Cl.N1=CN=CC=C1 Pyrimidine dihydrochloride